ClC=1C(=C(C(=CC1)OC)C1=CC(=NC=C1C(=O)NC=1SC(=NN1)N(C)C)C)F 4-(3-chloro-2-fluoro-6-methoxyphenyl)-N-(5-(dimethylamino)-1,3,4-thiadiazol-2-yl)-6-methylnicotinamide